The molecule is a phosphatidylcholine 36:3 in which the acyl groups specified at positions 1 and 2 are octadecanoyl and (6Z,9Z,12Z)-octadecatrienoyl respectively. It is a phosphatidylcholine 36:3 and a gamma-linolenic acid. It derives from an octadecanoic acid. CCCCCCCCCCCCCCCCCC(=O)OC[C@H](COP(=O)([O-])OCC[N+](C)(C)C)OC(=O)CCCC/C=C\\C/C=C\\C/C=C\\CCCCC